(S)-4-(3-bromo-1-tosyl-1H-pyrrolo[3,2-c]pyridin-4-yl)-3-methylpiperazine-1-carboxylic acid tert-butyl ester C(C)(C)(C)OC(=O)N1C[C@@H](N(CC1)C1=NC=CC2=C1C(=CN2S(=O)(=O)C2=CC=C(C)C=C2)Br)C